6-((3-cyano-3-methylcyclobutyl)methoxy)-4-(6-(6-((5-fluoro-6-methoxypyridin-3-yl)methyl)-3,6-Diazabicyclo[3.1.1]heptan-3-yl)pyridin-3-yl)pyrazolo[1,5-a]pyridine-3-carbonitrile C(#N)C1(CC(C1)COC=1C=C(C=2N(C1)N=CC2C#N)C=2C=NC(=CC2)N2CC1N(C(C2)C1)CC=1C=NC(=C(C1)F)OC)C